(E)-(difluoro(4-(3-(4-nitrophenoxy)-3-oxoprop-1-en-1-yl)phenyl)methyl)phosphonic acid FC(C1=CC=C(C=C1)\C=C\C(=O)OC1=CC=C(C=C1)[N+](=O)[O-])(F)P(O)(O)=O